bicyclo[2.2.1]heptene-dicarboxylic acid aluminum [Al].C12(C(=CC(CC1)C2)C(=O)O)C(=O)O